CC1=CC=C(C(=C1)C1=CC=CC(=C1)C)C(=O)[O-] 5,5'-dimethyl-[1,1'-biphenyl]-2-carboxylate